ClC1=CC=C(C(=N1)C)C[C@H]1C(N([C@H]2C[C@@H]12)C1=CC(=NN1)C1=CN=NC=C1)=O (1S,4R,5S)-4-((6-chloro-2-methylpyridin-3-yl)methyl)-2-(3-(pyridazin-4-yl)-1H-pyrazol-5-yl)-2-azabicyclo[3.1.0]hexan-3-one